BrC=1C=C2CCCN(C2=CC1C(F)F)C(=O)OC(C)(C)C tert-butyl 6-bromo-7-(difluoromethyl)-3,4-dihydroquinoline-1(2H)-carboxylate